N-(2-(3-hydroxyazetidin-1-yl)-2-oxoethyl)acetamide OC1CN(C1)C(CNC(C)=O)=O